C(C=C)N1N(C2=NC(=NC=C2C1=O)SC)C1=NC(=CC=C1)C 2-allyl-1-(6-methylpyridin-2-yl)-6-(methylsulfanyl)-1,2-dihydro-3H-pyrazolo[3,4-d]pyrimidin-3-one